cyclopentane-1,3-diamine-hydrochloride Cl.C1(CC(CC1)N)N